(5-(7-fluoro-6-(2-methylmorpholino)-[1,2,4]triazolo[1,5-a]pyridin-2-yl)-8-(methylamino)-2,7-naphthyridin-3-yl)cyclopropanecarboxamide FC1=CC=2N(C=C1N1CC(OCC1)C)N=C(N2)C2=C1C=C(N=CC1=C(N=C2)NC)C2(CC2)C(=O)N